BrC=1N=C(N(N1)C1=CC=C(C=C1)OC(F)(F)F)N(CC)CC 5-Bromo-N,N-diethyl-2-[4-(trifluoromethoxy)phenyl]-1,2,4-triazol-3-amine